6-bromo-1,4-dimethyl-1H-indazole-3-carbonitrile BrC1=CC(=C2C(=NN(C2=C1)C)C#N)C